1-(4-methyl-2-hydroxy-6-methoxyphenyl)ethanone CC1=CC(=C(C(=C1)OC)C(C)=O)O